BrC1=C(C=CC=2N=C(SC21)C#N)NC2CCC(CC2)N2C[C@H](CCC2)O 7-bromo-6-(((1R,4s)-4-((S)-3-hydroxypiperidin-1-yl)cyclohexyl)amino)benzo[d]thiazole-2-carbonitrile